C(C)N(C(C1=CC=C(C=C1)C1=CC(=C2C(=N1)C=NN2)NCCCN2CCCCC2)=O)CC N,N-diethyl-4-(7-((3-(piperidin-1-yl)propyl)amino)-1H-pyrazolo[4,3-b]pyridin-5-yl)benzamide